4-(3-Amino-1H-indazol-5-yl)-N-cyclohexyl-1H-pyrrolo[2,3-b]pyridine-2-carboxamide NC1=NNC2=CC=C(C=C12)C1=C2C(=NC=C1)NC(=C2)C(=O)NC2CCCCC2